COC1=C(C=C2C(=CC=NC2=C1)OC1=CC=C(C=C1)C(C1=CC(=C(C=C1)F)Br)=O)C(=O)N 7-methoxy-4-(4-(4-fluoro-3-bromobenzoyl)phenoxy)quinoline-6-carboxamide